2-chloro-4-methyl-5-((8-((1-methyl-1H-pyrazol-4-yl)amino)imidazo[1,2-a]pyridin-3-yl)ethynyl)-N-(3-(pyridin-4-yloxy)-5-(trifluoromethyl)phenyl)benzamide ClC1=C(C(=O)NC2=CC(=CC(=C2)C(F)(F)F)OC2=CC=NC=C2)C=C(C(=C1)C)C#CC1=CN=C2N1C=CC=C2NC=2C=NN(C2)C